(2R)-N-((S or R)-(3-chloro-4-fluoro-phenyl)(3-(trifluoro-methyl)bicyclo[1.1.1]pentan-1-yl)methyl)-2-methyl-3-oxopiperazine-1-carboxamide ClC=1C=C(C=CC1F)[C@@H](NC(=O)N1[C@@H](C(NCC1)=O)C)C12CC(C1)(C2)C(F)(F)F |o1:8|